C(C)C(CP1(OC2=C(C=C(C=C2C(C)(C)C)C(C)(C)C)CC2=C(C(=CC(=C2)C(C)(C)C)C(C)(C)C)O1)[O-])CCCC 2,2'-methylenebis(4,6-di-tert-butylphenyl) 2-ethylhexylphosphite